(2'S)-2'-methyl-spiro[6,7-dihydrothieno[3,2-c]pyran-4,4'-piperidine] C[C@@H]1NCCC2(C1)OCCC1=C2C=CS1